C(C)OC(C=C)=O.C(C1=CC=C(C(=O)N=C=O)C=C1)(=O)N=C=O Terephthalic acid, isocyanate ethyl-acrylate